C(C)(C)(C)OC(=O)N[C@H](C(=O)OC)C[C@@H]1OCCCNC1=O methyl (2S)-2-[(tert-butoxycarbonyl)amino]-3-[(2S)-3-oxo-1,4-oxazepan-2-yl]propanoate